ClC=1C=C2C(=NC=NC2=CC1C1=C(C=CC=C1)F)NC1CN(C1)C1=C(C(=C(C(=C1S(=O)C)F)F)F)F 6-chloro-7-(2-fluorophenyl)-N-(1-(2,3,4,5-tetrafluoro-6-(methylsulfinyl)phenyl)azetidin-3-yl)quinazolin-4-amine